4-((1S,4S,5R)-5-((4-cyclopropyl-1-(2,6-dichlorophenyl)-1H-pyrazol-5-yl)methoxy)-2-azabicyclo[2.2.1]heptan-2-yl)-N-(cyclopropylsulfonyl)benzamide C1(CC1)C=1C=NN(C1CO[C@H]1[C@@H]2CN([C@H](C1)C2)C2=CC=C(C(=O)NS(=O)(=O)C1CC1)C=C2)C2=C(C=CC=C2Cl)Cl